4-{2-Cyclopropyl-6-[4-fluoro-6-({[(2S)-1-methoxypropan-2-yl]amino}methyl)-1-oxo-3H-isoindol-2-yl]pyridin-4-yl}-3-(4-methyl-1,2,4-triazol-3-yl)benzonitrile C1(CC1)C1=NC(=CC(=C1)C1=C(C=C(C#N)C=C1)C1=NN=CN1C)N1C(C2=CC(=CC(=C2C1)F)CN[C@H](COC)C)=O